BrC1=C(OC2CC(C2)OC2CCN(CC2)C(=O)OC(C)(C)C)C=CC(=C1)C(=O)OC tert-butyl 4-[3-(2-bromo-4-methoxycarbonyl-phenoxy)cyclobutoxy]piperidine-1-carboxylate